P(=O)(OC(C)N1N=CC(=C1)C=1SC=C(N1)C(NC=1C(=NN(C1)C1CCC(CC1)OCC)C1=NC(=CC=C1F)F)=O)(O)[O-].[K+] potassium 1-(4-(4-((3-(3,6-difluoropyridin-2-yl)-1-((1r,4r)-4-ethoxycyclohexyl)-1H-pyrazol-4-yl)carbamoyl)thiazol-2-yl)-1H-pyrazol-1-yl)ethyl hydrogen phosphate